C(#N)CC=1C=C(C=CC1)CSC=1NC(C(=C(N1)C=1SC=CC1)C#N)=O 2-(3-cyanomethyl-phenylmethylsulfanyl)-6-oxo-4-thiophen-2-yl-1,6-dihydro-pyrimidine-5-carbonitrile